C(C)(C)(C)OC(=O)N1CCC2(CC1)[C@H](C=1C(=NC=CC1)C2)N[S@](=O)C(C)(C)C (R)-5-(((R)-tert-butylsulfinyl)amino)-5,7-dihydrospiro[cyclopenta[b]pyridine-6,4'-piperidine]-1'-carboxylic acid tert-butyl ester